monobehenyl-trimethyl-ammonium chloride [Cl-].C(CCCCCCCCCCCCCCCCCCCCC)[N+](C)(C)C